4-chloro-5-(3-(6-((7-chloro-1-methyl-1H-indazol-6-yl)oxy)-2-azaspiro[3.3]heptan-2-yl)propyl)pyridazin-3(2H)-one ClC=1C(NN=CC1CCCN1CC2(C1)CC(C2)OC2=CC=C1C=NN(C1=C2Cl)C)=O